C(CCCCCCC)OC(C(=CC=CN1CCCC1)S(=O)(=O)C1=CC=CC=C1)=O 5-pyrrolidinyl-2-phenylsulfonyl-2,4-pentadienoic acid octyl ester